ClC=1N=C(C2=C(N1)N=C(S2)N(C(C)=O)C)Cl N-(5,7-dichlorothiazolo[4,5-d]pyrimidin-2-yl)-N-methyl-acetamide